11,11-Difluoro-8-vinyl-2,3,4,7,8,9,10,11-octahydro-1H-pyrido[4',3':3,4]pyrazolo[1,5-a]azepin-8-ol FC1(C=2N(CC(CC1)(O)C=C)N=C1C2CNCC1)F